CN1C(=NC2=C1C=CC=C2)CNC(OC(C)(C)C)=O tert-butyl ((1-methyl-1H-benzo[d]imidazol-2-yl)methyl)carbamate